4-nitrophenyl 1-(4-(tert-butoxy)phenyl)-3-methyl-5-oxo-4,5-dihydro-1H-pyrazole-4-carboxylate C(C)(C)(C)OC1=CC=C(C=C1)N1N=C(C(C1=O)C(=O)OC1=CC=C(C=C1)[N+](=O)[O-])C